benzyl 3-amino-3-(1-aminoethyl)piperidine-1-carboxylate NC1(CN(CCC1)C(=O)OCC1=CC=CC=C1)C(C)N